ClC=1C=C2C(=NC(=NC2=C(C1C1=CC(=CC2=CC=CC=C12)O)F)OC[C@H]1N(CCC1)C)N1CC2CCC(C1)N2C(=O)OC(C)(C)C tert-butyl 3-[6-chloro-8-fluoro-7-(3-hydroxynaphthalen-1-yl)-2-{[(2S)-1-methylpyrrolidin-2-yl]methoxy}quinazolin-4-yl]-3,8-diazabicyclo[3.2.1]octane-8-carboxylate